BrC=1C=C(C(=O)OC)C=C(C1)C=1C=NN(C1)C methyl 3-bromo-5-(1-methylpyrazol-4-yl)benzoate